2-hydroxydecanoic acid OC(C(=O)O)CCCCCCCC